6-(2-(3-chlorophenyl)-4-methyloxazol-5-yl)-2-((5-(piperidin-1-yl)-1,3,4-thiadiazol-2-yl)methyl)pyridazin-3(2H)-one ClC=1C=C(C=CC1)C=1OC(=C(N1)C)C=1C=CC(N(N1)CC=1SC(=NN1)N1CCCCC1)=O